4',5'-bis(methoxycarbonyl)-3,3-dimethyl-7-oxo-4-thia-1-azaspiro[bicyclo[3.2.0]heptane-6,3'-pyrazole]-2-carboxylic acid COC(=O)C=1C2(N=NC1C(=O)OC)C1SC(C(N1C2=O)C(=O)O)(C)C